S(N)(=O)(=O)[C@@H](CCC1=NO[C@H](C1)[C@H]1[C@H](CC1)CC1C2(C3=CC=CC=C3CC1)CNC1=C(OC2)C=CC(=C1)C(=O)O)C (((1R,2R)-2-((R)-3-((R)-3-sulfamoylbutyl)-4,5-dihydroisoxazol-5-yl)cyclobutyl)methyl)-3',4,4',5-tetrahydro-2H,2'H-spiro[benzo[b][1,4]oxazepine-3,1'-naphthalene]-7-carboxylic acid